tert-butyl (3-(4-(2-(4-((6-(2-oxa-6-azaspiro[3.3]heptan-6-yl)pyrimidin-4-yl)methoxy)phenyl)propan-2-yl)phenoxy)cyclobutyl)carbamate C1OCC12CN(C2)C2=CC(=NC=N2)COC2=CC=C(C=C2)C(C)(C)C2=CC=C(OC1CC(C1)NC(OC(C)(C)C)=O)C=C2